N-[4-chloro-6-(o-tolyl)-5-(trifluoromethyl)-2-pyridyl]-1-methyl-pyrazole-4-sulfonamide ClC1=CC(=NC(=C1C(F)(F)F)C1=C(C=CC=C1)C)NS(=O)(=O)C=1C=NN(C1)C